2-(1-phenyl-1H-pyrazol-3-yloxy)ethylamine C1(=CC=CC=C1)N1N=C(C=C1)OCCN